4-(3-hydroxyoxetan-3-yl)-N-(1-(3-(trifluoromethyl)benzyl)pyrrolidin-3-yl)benzamide OC1(COC1)C1=CC=C(C(=O)NC2CN(CC2)CC2=CC(=CC=C2)C(F)(F)F)C=C1